C1(CCCC1)[Si](COCC)(COCC)C1CCCC1 dicyclopentyl-bis(ethoxymethyl)silane